7'-fluoro-5'-(4,4,5,5-tetramethyl-1,3,2-dioxaborolan-2-yl)spiro[cyclopropane-1,3'-indolin]-2'-one FC=1C=C(C=C2C3(C(NC12)=O)CC3)B3OC(C(O3)(C)C)(C)C